FC1=CC(=C(C=C1)C1=NC(=NO1)CN1CCC(CC1)C(=O)NC1=CC(=CC=C1)C(F)(F)F)C 1-((5-(4-fluoro-2-methylphenyl)-1,2,4-oxadiazol-3-yl)methyl)-N-(3-(trifluoromethyl)phenyl)piperidine-4-carboxamide